COC=1C=2N(C=NC1C(C(F)(F)F)C)N=CC2N=C(C2=CC=CC=C2)C2=CC=CC=C2 N-(4-methoxy-5-(1,1,1-trifluoropropan-2-yl)pyrazolo[1,5-c]pyrimidin-3-yl)-1,1-diphenylmethanimine